ethyl (3S)-3-{4-fluoro-2'-hydroxy-5,6'-dimethyl-[1,1'-biphenyl]-3-yl}-3-{2-[2-fluoro-5-(hydroxymethyl)phenyl]-2-[3-methoxy-2-oxo-4-(trifluoromethyl)pyridin-1-yl]acetamido}propanoate FC1=C(C=C(C=C1C)C1=C(C=CC=C1C)O)[C@H](CC(=O)OCC)NC(C(N1C(C(=C(C=C1)C(F)(F)F)OC)=O)C1=C(C=CC(=C1)CO)F)=O